C1C2N(C3=NC=CC=C3C1C2)C(=O)[O-] 3,4-dihydro-2,4-methylene-1,8-naphthyridine-1(2H)-carboxylate